CC1=C(C(=O)P(OCC)(=O)C2=CC=CC=C2)C(=CC(=C1)C)C ethyl 2,4,6-trimethylbenzoylphenylphosphinate